1,2-dihydroxypentane-3-yl acrylate C(C=C)(=O)OC(C(CO)O)CC